2-(9H-Carbazol-3-yl)acetic acid C1=CC(=CC=2C3=CC=CC=C3NC12)CC(=O)O